1-tetracosanoyl-sn-glycero-3-phosphocholine C(CCCCCCCCCCCCCCCCCCCCCCC)(=O)OC[C@@H](O)COP(=O)([O-])OCC[N+](C)(C)C